p-methoxybenzoyl-L-tartaric acid COC1=CC=C(C(=O)[C@@](C(=O)O)(O)[C@@H](O)C(=O)O)C=C1